(R)-N-(3-(2-((2-fluoro-3-(methylsulfonyl)phenyl)amino)-5-methylpyrimidin-4-yl)-1H-indol-7-yl)-2-(4-methyl-1,4-diazepan-1-yl)butanamide Sodium [Na].FC1=C(C=CC=C1S(=O)(=O)C)NC1=NC=C(C(=N1)C1=CNC2=C(C=CC=C12)NC([C@@H](CC)N1CCN(CCC1)C)=O)C